ethyl (S)-3-(3-(4-hydroxy-1,6-dimethyl-2-oxo-1,2-dihydropyridin-3-yl)ureido)-3-(4'-methyl-[2,3'-bithiophen]-5-yl)propanoate OC1=C(C(N(C(=C1)C)C)=O)NC(N[C@@H](CC(=O)OCC)C1=CC=C(S1)C1=CSC=C1C)=O